2-(2-benzooxazolyl)-phenol lithium salt [Li].O1C(=NC2=C1C=CC=C2)C2=C(C=CC=C2)O